CN1[C@H](CCC1)C=1N=C2N(C=C(N=C2)N2N=CC3=CC=C(C=C23)C(=O)N)C1 2-[(2R)-1-methylpyrrolidin-2-yl]imidazo[1,2-a]pyrazin-6-yl-1H-indazole-6-carboxamide